N-(3-Cyano-4-fluorophenyl)-5,6,9,10-tetrahydro-4H-isoxazolo[3'',4'':3',4']-cyclohept[1',2':3,4]pyrazolo[1,5-a]pyrazine-11(12H)-carboxamide C(#N)C=1C=C(C=CC1F)NC(=O)N1CC=2N(CC1)N=C1C2C=2C(CCC1)=CON2